C(C)(C)(C)OC(=O)N1C(CC2=NC=CC=C21)C(=O)O 1-(tert-Butoxycarbonyl)-2,3-dihydro-1H-pyrrolo[3,2-b]pyridine-2-carboxylic acid